2-phenyl-3-isothiazolone C1(=CC=CC=C1)N1SC=CC1=O